N-(2-aminoethyl)-3-aminopropyl(dimethoxy)(methyl)silane NCCNCCC[Si](C)(OC)OC